2-(2-fluoro-5-(2-hydroxy-prop-2-yl)-8-oxothieno[2',3':4,5]Pyrrolo[1,2-d][1,2,4]Triazin-7(8H)-yl)acetic acid FC1=CC2=C(C=C3N2C(=NN(C3=O)CC(=O)O)C(C)(C)O)S1